C1(CC1)C1C(N(C(C(NC(C(NCCCC2=CC=CC=C2OC(CN1)C)=O)CC1=CC=C(C=C1)F)=O)C)C)=O 13-cyclopropyl-7-[(4-fluorophenyl)methyl]-10,11,16-trimethyl-17-oxa-5,8,11,14-tetrazabicyclo[16.4.0]docosa-1(22),18,20-triene-6,9,12-trione